N-(2-(cyclopentyl(2-hydroxyethyl)amino)ethyl)-6-methyl-5-((1-methyl-6-((1-methyl-1H-pyrazol-4-yl)amino)-1H-pyrazolo[3,4-d]pyrimidin-3-yl)amino)nicotinamide C1(CCCC1)N(CCNC(C1=CN=C(C(=C1)NC1=NN(C2=NC(=NC=C21)NC=2C=NN(C2)C)C)C)=O)CCO